N\C=C(\C#N)/[N+](=O)[O-] (Z)-3-amino-2-nitroacrylonitrile